ClC1=NN(C=C1NC1=NC=C(C(=N1)OCC1CCC(CC1)O)F)C1CC1 (1R,4R)-4-(((2-((3-chloro-1-cyclopropyl-1H-pyrazol-4-yl)amino)-5-fluoropyrimidin-4-yl)oxy)methyl)cyclohexan-1-ol